CC1=CC=CC(=N1)C1=NC=CC(=N1)NC1=NC(=NC=C1)NC1=CC=C(C=C1)N[C@H]1CNCC1 (R)-N4-(2-(6-methylpyridin-2-yl)pyrimidin-4-yl)-N2-(4-(pyrrolidin-3-ylamino)phenyl)pyrimidine-2,4-diamine